(S)-5-(Azetidin-2-ylmethoxy)-2-fluoro-N-(1-(7-methoxy-2-methylquinolin-5-yl)cyclopropyl)benzamide N1[C@@H](CC1)COC=1C=CC(=C(C(=O)NC2(CC2)C2=C3C=CC(=NC3=CC(=C2)OC)C)C1)F